(R)-6-((1-(3-(difluoromethyl)-2-fluorophenyl)ethyl)amino)-N,N,8-trimethyl-[1,2,4]triazolo[1',5':1,6]pyrido[2,3-d]pyrimidine-4-carboxamide FC(C=1C(=C(C=CC1)[C@@H](C)NC1=C2C(=NC(=N1)C)N1C(C(=C2)C(=O)N(C)C)=NC=N1)F)F